OC(CN1CCCCC1)COC 1-(2-hydroxy-3-methoxypropyl)-piperidine